2-(4-fluorophenyl)-6-(methoxycarbonyl)pyridine 1-oxide FC1=CC=C(C=C1)C1=[N+](C(=CC=C1)C(=O)OC)[O-]